O[C@H]1[C@@H](O[C@@H]([C@H]1O)CO)N1C2=NC=NC(=C2N=C1)NC(C(CCCNC(=N)N)=O)=O 1-{9-[(2R,3R,4S,5R)-3,4-Dihydroxy-5-(hydroxymethyl)tetrahydrofur-2-yl]-N-adenineyl}-5-guanidino-1,2-pentanedione